3-(2,6-dioxopiperidin-3-yl)benzoic acid O=C1NC(CCC1C=1C=C(C(=O)O)C=CC1)=O